C(#N)C1=C(C=C(C=C1)N[C@H](CCC(=O)O)[C@H](C(F)(F)F)O)C(F)(F)F (4R,5R)-4-((4-cyano-3-(trifluoromethyl)phenyl)amino)-6,6,6-trifluoro-5-hydroxyhexanoic acid